bisacridine dinitrate [N+](=O)(O)[O-].[N+](=O)(O)[O-].C1=CC=CC2=NC3=CC=CC=C3C=C12.C1=CC=CC2=NC3=CC=CC=C3C=C12